C1(CC1)C=1C(=C(C=CC1)N1N=NN(C1=O)C)COC1=C(C=C(C=C1)C1=NN(C=C1)C)C 1-[3-cyclopropyl-2-[[2-methyl-4-(1-methylpyrazol-3-yl)phenoxy]-methyl]phenyl]-4-methyl-tetrazol-5-one